C(C)(CC)C1C(NC2=C(CN1C(=O)N)C(=CC=C2)C2CC2)=O 3-(sec-butyl)-6-cyclopropyl-2-oxo-1,2,3,5-tetrahydro-4H-benzo[1,4]diazepine-4-carboxamide